FC(F)(F)C=1C(=NC(=NC1)N)N (trifluoromethyl)pyrimidine-2,4-diamine